C(C)OC(CCC(N1CC(C1)CCC1=NC=2NCCCC2C=C1)=O)=O 4-oxo-4-(3-(2-(5,6,7,8-tetrahydro-1,8-naphthyridin-2-yl)ethyl)azetidin-1-yl)butanoic acid ethyl ester